C(C1=CC=CC=C1)OC(=O)C1(CCN(CC1)C1=C(C=C(C=C1)N[C@@H]1C(NC(CC1)=O)=O)F)O 1-[4-[[(3S)-2,6-dioxo-3-piperidinyl]amino]-2-fluoro-phenyl]-4-hydroxy-piperidine-4-carboxylic acid benzyl ester